ClCC1=CC=C(C(=O)NC2CC2)C=C1 4-(chloromethyl)-N-cyclopropyl-benzamide